(benzyloxy)-4-(6-(6-((6-methoxypyridin-3-yl)methyl)-3,6-diazabicyclo[3.1.1]heptan-3-yl)pyridin-3-yl)pyrazolo[1,5-a]pyridine-3-carbonitrile C(C1=CC=CC=C1)OC1=NN2C(C(=CC=C2)C=2C=NC(=CC2)N2CC3N(C(C2)C3)CC=3C=NC(=CC3)OC)=C1C#N